NC1=C(C=2C(=NC(=C(C2CN=[N+]=[N-])C)C)N1C1=C(C(=CC=C1C)OC)C)C(=O)OC methyl 2-amino-4-(azidomethyl)-1-(3-methoxy-2,6-dimethylphenyl)-5,6-dimethyl-1H-pyrrolo[2,3-b]pyridine-3-carboxylate